C[C@]12CC(C[C@](CCC1)(N2)C)N(C2=CC=C(N=N2)C2=CC(=C(C=C2O)C2=CC(NC=C2)=O)F)C 4-(4-(6-(((1R,3s,5S)-1,5-dimethyl-9-azabicyclo[3.3.1]nonan-3-yl)(methyl)amino)pyridazin-3-yl)-2-fluoro-5-hydroxyphenyl)pyridin-2(1H)-one